7-(benzyloxy)-1-(cyclopropylmethyl)-1H-indole-2-carbaldehyde C(C1=CC=CC=C1)OC=1C=CC=C2C=C(N(C12)CC1CC1)C=O